C(CCCCC)(=O)O[C@@H]1[C@](O[C@H](C1)N1C2=NC(=NC(=C2N=C1)N)F)(COC(CCCCC)=O)C#C (2R,3S,5R)-5-(6-amino-2-fluoro-9H-purin-9-yl)-2-ethynyl-2-((hexanoyloxy)methyl)tetrahydrofuran-3-yl hexanoate